NC1=NC=2C=NC(=CC2C2=C1COC2)C(=O)N2[C@H](COC[C@H]2C2=NC=C(C=C2)OC(F)(F)F)C (4-amino-1,3-dihydrofuro[3,4-c][1,7]naphthyridin-8-yl)((3S,5R)-3-methyl-5-(5-(trifluoromethoxy)-2-pyridinyl)-4-morpholinyl)methanone